ClC=1C=C(CN(S(=O)(=O)C2=CC=C(C=C2)NC(=O)C2C(C2)C2=CC=NC=C2)CC2=CC=C(C=C2)F)C=CC1 N-(4-(N-(3-chlorobenzyl)-N-(4-fluorobenzyl)sulfamoyl)phenyl)-2-(pyridin-4-yl)cyclopropane-1-carboxamide